epoxy-octadecenoic acid C1=C(CCCCCCCCCCCCCCCC(=O)O)O1